(R)-7-cyano-N-(2-fluoro-3-hydroxy-3-methylbutyl)-4-(isopropylamino)-5H-pyrrolo[3,2-b:4,5-b']dipyridine-3-carboxamide C(#N)C=1C=C2C(=NC1)C1=NC=C(C(=C1N2)NC(C)C)C(=O)NC[C@H](C(C)(C)O)F